4,6-dichloropurine ClC12N=CN=C(C2=NC=N1)Cl